phenyl N-(3-isohexyloxy-4-methoxy-phenyl)carbamate C(CCC(C)C)OC=1C=C(C=CC1OC)NC(OC1=CC=CC=C1)=O